C(N)(=O)C=1C(=C(CN2C(N([C@H](C3=CC=C(C=C23)C(=O)NCC2=C(C=C(C=C2F)F)F)C)C)=O)C(=CC1)F)F (S)-1-(3-carbamoyl-2,6-difluorobenzyl)-3,4-dimethyl-2-oxo-N-(2,4,6-trifluorobenzyl)-1,2,3,4-tetrahydroquinazoline-7-carboxamide